C1(CCC1)N1C[C@@H](N(C[C@H]1C)C=1SC2=C(N1)C(=C(N2)C=2C(=C(C=1N(C2)N=CN1)C)C)C(C)C)C 2-((2S,5R)-4-cyclobutyl-2,5-dimethylpiperazin-1-yl)-5-(7,8-dimethyl-[1,2,4]triazolo[1,5-a]pyridin-6-yl)-6-isopropyl-4H-pyrrolo[3,2-d]thiazole